ClC=1C=C2C(=NC(=NC2=C(C1C1=C(C=CC=C1O)F)F)OCC=1C=NC(=NC1)OC)N1CCN(CC1)C(C=C)=O 1-(4-(6-chloro-8-fluoro-7-(2-fluoro-6-hydroxyphenyl)-2-((2-methoxy-pyrimidin-5-yl)methoxy)quinazolin-4-yl)piperazin-1-yl)prop-2-en-1-one